C([C@H]([C@@H]([C@H]([C@H](CO)O)O)O)O)O The molecule is the L-enantiomer of glucitol. It has a role as a Saccharomyces cerevisiae metabolite. It is an enantiomer of a D-glucitol.